C(C)(C)(C)C1=CC2=C(NC=C2C2=CC=CC=C2)C=C(C1=O)C(C)(C)C 5,7-di-tert-butyl-3-phenylcyclohepta[b]pyrrol-6(1H)-one